CC1=C(C=CC(=C1[N+](=O)[O-])C)O 2,4-dimethyl-3-nitro-phenol